C(C)N(CC)CC1=C(CNC(=O)C=2C=C(C=CC2)NC(=O)C=2SC=CC2)C=CC=C1 N-(3-((2-((diethylamino)methyl)benzyl)carbamoyl)phenyl)thiophene-2-carboxamide